[1-[(R)-[(1R,2R)-2-[(6,8-difluoro-2,2-dimethyl-chroman-4-yl)carbamoyl]cyclopropyl]-pyridin-1-ium-3-yl-methyl]-4,4-dimethyl-6-oxo-hexahydropyrimidin-2-ylidene]ammonium FC=1C=C2C(CC(OC2=C(C1)F)(C)C)NC(=O)[C@H]1[C@@H](C1)[C@@H](N1C(NC(CC1=O)(C)C)=[NH2+])C=1C=[NH+]C=CC1